3-methyl-4-[1-[(2-methylpyridin-4-yl)methyl]benzimidazol-2-yl]-1,2,5-oxadiazole CC1=NON=C1C1=NC2=C(N1CC1=CC(=NC=C1)C)C=CC=C2